NCC=1C=C(C=CC1)C=1C=CC2=C(C(=CO2)COC2=C(C=CC(=C2)F)CC(=O)O)C1 2-(2-((5-(3-(aminomethyl)phenyl)benzofuran-3-yl)methoxy)-4-fluorophenyl)acetic acid